ClC1=C(C=C2C=C(N=CC2=C1)NC(=O)[C@@H]1[C@H](C1)C1=NC=CC=C1)C1CCN(CC1)[C@@]1(COC[C@@H]1O)C (1S,2S)-N-(7-chloro-6-(1-((3R,4R)-4-hydroxy-3-methyltetrahydrofuran-3-yl)piperidin-4-yl)isoquinolin-3-yl)-2-(pyridin-2-yl)cyclopropane-1-carboxamide